5-benzyl-3-(((3-cyanobenzyl)oxy)methyl)-4,5-dihydroisoxazole-5-carboxylic acid C(C1=CC=CC=C1)C1(CC(=NO1)COCC1=CC(=CC=C1)C#N)C(=O)O